CC1(OCCCC1C1=C(C=C(C=C1)F)C(C(=O)O)N1CC(C1)OCCCCCC1=NC=2NCCCC2C=C1)C 2-(2-(2,2-dimethyltetrahydro-2H-pyran-3-yl)-5-fluorophenyl)-2-(3-((5-(5,6,7,8-tetrahydro-1,8-naphthyridin-2-yl)pentyl)oxy)azetidin-1-yl)acetic acid